6-(4-ethoxy-2,3,5,6-tetrafluorophenyl)-2,2,7-trifluoro-4-(prop-2-yn-1-yl)-2H-benzo[b][1,4]oxazin-3(4H)-one C(C)OC1=C(C(=C(C(=C1F)F)C1=CC2=C(OC(C(N2CC#C)=O)(F)F)C=C1F)F)F